2,2-dimethoxy-2-Phenylacetphenone COC(C(=O)C1=CC=CC=C1)(C1=CC=CC=C1)OC